bis(4-hydroxy-2,5-dimethylphenyl)-2,4-dihydroxyphenyl-methane OC1=CC(=C(C=C1C)C(C1=C(C=C(C=C1)O)O)C1=C(C=C(C(=C1)C)O)C)C